C1N(CCC2=CC=CC=C12)[C@@H]1[C@H](CN(CC1)C(=O)C=1N=C2N(C=C(C=N2)C)C1)O [(3S,4S)-4-(3,4-dihydroisoquinolin-2(1H)-yl)-3-hydroxypiperidin-1-yl](6-methylimidazo[1,2-a]pyrimidin-2-yl)methanone